C1(=CC=CC=C1)S(=O)(=O)C1=CC=C(C=C1)CNC(=O)N1CC2=C(N=CN=C2)CC1 N-{[4-(benzenesulfonyl)phenyl]methyl}-5H,6H,7H,8H-pyrido[4,3-d]pyrimidine-6-carboxamide